C(C)(C)(C)OC(=O)N1C[C@@H](CCC1)NC1=C(C=C(C(=C1)Br)F)N (R)-3-((2-amino-5-bromo-4-fluorophenyl)amino)piperidine-1-carboxylic acid tert-butyl ester